22-oxo-4,7,10,13,16,19-hexaoxa-behenic acid O=CCCOCCOCCOCCOCCOCCOCCC(=O)O